6-[(7S)-2-{3-[1-(3-Methylpyridin-2-yl)-1H-pyrazol-4-yl]-1H-pyrazolo[3,4-b]pyridin-5-yl}-6,7,8,9-tetrahydro-5H-benzo[7]annulen-7-yl]-3-oxa-6-azabicyclo[3.1.1]heptane CC=1C(=NC=CC1)N1N=CC(=C1)C1=NNC2=NC=C(C=C21)C=2C=CC1=C(CC[C@H](CC1)N1C3COCC1C3)C2